2-chloro-4-phenyl-1,10-phenanthroline ClC1=NC2=C3N=CC=CC3=CC=C2C(=C1)C1=CC=CC=C1